FC1(CCC(CC1)NC(=O)C1=C2NC(=NC2=NC(=N1)N1C=NC=C1)C)F N-(4,4-difluorocyclohexyl)-2-imidazol-1-yl-8-methyl-7H-purine-6-carboxamide